COC(=O)C12C(C(C1)(C2)C(=O)OC)N2N=C(C1=CC=CC=C21)Cl 2-(3-chloro-1H-indazol-1-yl)bicyclo[1.1.1]Pentane-1,3-dicarboxylic acid dimethyl ester